1-{5-fluoro-2-[4-methyl-3-(4-methyl-piperazin-1-yl)-phenylamino]-pyrimidin-4-yl}-1H-indole-3-carboxamide FC=1C(=NC(=NC1)NC1=CC(=C(C=C1)C)N1CCN(CC1)C)N1C=C(C2=CC=CC=C12)C(=O)N